NC1=C2C(=NC=N1)N(N=C2C2=CC=C(C=C2)OC2=CC=CC=C2)C2CCC(CC2)CN2C[C@H](CCC2)NC=2C=C1C(N(C(C1=CC2)=O)C2C(NC(CC2)=O)=O)=O 5-(((S)-1-((4-(4-amino-3-(4-phenoxyphenyl)-1H-pyrazolo[3,4-d]pyrimidin-1-yl)cyclohexyl)methyl)piperidin-3-yl)amino)-2-(2,6-dioxopiperidin-3-yl)isoindoline-1,3-dione